C(C)OC(C(CC=1C=C(C=CC1)C(C(=O)NN(C(=O)OC(C)(C)C)C)(C([2H])([2H])[2H])COCC(CS(=O)(=O)CCO)(C)C)C)=O tert-butyl 2-(2-(3-(3-ethoxy-2-methyl-3-oxopropyl)phenyl)-2-((3-((2-hydroxyethyl)sulfonyl)-2,2-dimethylpropoxy)methyl)propanoyl-3,3,3-d3)-1-methylhydrazine-1-carboxylate